FCCCN1CC(C1)NC1=CC(=C(C=C1)[C@H]1N([C@@H](CC2=C3C(=CC=C12)NC(O3)=O)C)CC(F)(F)F)OC (6S,8R)-6-(4-((1-(3-fluoropropyl)azetidin-3-yl)amino)-2-Methoxyphenyl)-8-methyl-7-(2,2,2-trifluoroethyl)-6,7,8,9-tetrahydrooxazolo[5,4-f]isoQuinolin-2(3H)-one